ClC1=NC=CC=2C=3C(C(N(C12)C)C)=NN(N3)C 6-chloro-2,4,5-trimethyl-4,5-dihydro-2H-[1,2,3]triazolo[4,5-c][1,7]naphthyridine